OC1=C(C=C(C=C1)C=1N=C2N(C(C1)=O)C=C(C=C2)N2C[C@@H](NCC2)C)OC(F)(F)F 2-[4-hydroxy-3-(trifluoromethoxy)phenyl]-7-[(3S)-3-methylpiperazin-1-yl]-4H-pyrido[1,2-a]pyrimidin-4-one